Tert-butyl N-[(4-{[(1S)-1-(4-bromophenyl)-2,2,2-trifluoroethyl]carbamoyl}cyclohexyl)methyl]carbamate BrC1=CC=C(C=C1)[C@@H](C(F)(F)F)NC(=O)C1CCC(CC1)CNC(OC(C)(C)C)=O